S1C=NC=2C(=NC=CC21)C2CC(C2)O (1s,3s)-3-(thiazolo[4,5-c]pyridin-4-yl)cyclobutan-1-ol